N-{1-[4-({2-chloro-7-[(1S)-1-methoxyethyl]-[1,2,4]triazolo[1,5-a]pyrimidin-6-yl}amino)phenyl]ethyl}-N-methylcyclobutanecarboxamide ClC1=NN2C(N=CC(=C2[C@H](C)OC)NC2=CC=C(C=C2)C(C)N(C(=O)C2CCC2)C)=N1